C1(=CC=CC=C1)[B-](C1=CC=CC=C1)(C1=CC=CC=C1)C1=CC=CC=C1.C(CC)[PH+](CCC)CCC tripropylphosphonium tetraPhenylborate